C(CCC)C1CN(CCN1)C(=O)OC(C)(C)C tert-butyl 3-butylpiperazine-1-carboxylate